fluoro-3α,7β-dihydroxy-5β-cholanic acid FC(C(=O)O)C[C@@H](C)[C@H]1CC[C@H]2[C@@H]3[C@H](C[C@@H]4C[C@@H](CC[C@]4(C)[C@H]3CC[C@]12C)O)O